7-(4-(2-fluoro-6-methylphenyl)cyclohexyl)-3-methylpyrido[2,3-b]pyrazin-6(5H)-one FC1=C(C(=CC=C1)C)C1CCC(CC1)C1=CC=2C(=NC(=CN2)C)NC1=O